C=CCCCCCC(CCCCCC=O)=O tetradec-1-ene-8,14-dione